C(C)(C)(C)OC(NC[C@@H](\C(=C\F)\COC1=CC=C(C=C1)C(=O)OC(C)(C)C)F)=O N-[(E,2R)-3-[[4-(tert-butoxycarbonyl)phenoxy]methyl]-2,4-difluoro-but-3-enyl]carbamic acid tert-butyl ester